alpha-methyl-L-Lysine C[C@](N)(CCCCN)C(=O)O